(4-(4-(3-fluoro-2-(2-hydroxypropan-2-yl)pyridin-4-yl)furo[3,2-d]pyrimidin-6-yl)phenyl)(morpholino)methanone FC=1C(=NC=CC1C=1C2=C(N=CN1)C=C(O2)C2=CC=C(C=C2)C(=O)N2CCOCC2)C(C)(C)O